ClC=1C=CC(=C(C1)N1CC(N(CC1=O)C(C(=O)NC=1C=C2N=CC=NC2=CC1)CC1=CC=CC=C1)=O)N1N=NN=C1 2-(4-(5-chloro-2-(1H-tetrazol-1-yl)phenyl)-2,5-dioxopiperazin-1-yl)-3-phenyl-N-(quinoxalin-6-yl)propanamide